triazinide N1=NN=[C-]C=C1